C(C1=CC=CC=C1)C1=C(C(NC2=CC=C(C=C12)Cl)=O)C=1CC(N(N1)C(CCC(=O)O)=O)C=1C=C2C=NN(C2=CC1)C 4-[5-(4-benzyl-6-chloro-2-oxo-1H-quinolin-3-yl)-3-(1-methylindazol-5-yl)-3,4-dihydropyrazol-2-yl]-4-oxo-butanoic acid